C(C)(C)(C)OC(=O)C1(CC1)[C@@H](C[N+](=O)[O-])C1=C(C(=CC=C1OCOCC[Si](C)(C)C)Cl)Cl |r| rac-1-(1-(2,3-dichloro-6-((2-(trimethylsilyl)ethoxy)methoxy)phenyl)-2-nitroethyl)cyclopropane-1-carboxylic acid tert-butyl ester